4-(N-(3-(tert-butyl)-5-cyclopropylbenzyl)-2-(N-(3-cyanobenzyl)-(2,3,4,5,6-pentafluorophenyl)sulfonamido)acetamido)-3-cyclopropoxybenzoic acid C(C)(C)(C)C=1C=C(CN(C(CN(S(=O)(=O)C2=C(C(=C(C(=C2F)F)F)F)F)CC2=CC(=CC=C2)C#N)=O)C2=C(C=C(C(=O)O)C=C2)OC2CC2)C=C(C1)C1CC1